3-(4-amino-7-(1H-pyrazol-1-yl)-1H-imidazo[4,5-d]thieno[3,2-b]pyridin-2-yl)propan-1-ol NC1=C2C(=C3C(=N1)C=C(S3)N3N=CC=C3)NC(=N2)CCCO